Cl.Cl.N[C@H](C(=O)O)CCN L-2,4-diaminobutyric acid dihydrochloride